8-fluoro-2-(((Z)-2-(fluoromethylene)tetrahydro-1H-pyrrolizin-7a(5H)-yl)methoxy)-4-(2,2,2-trifluoroethoxy)pyrido[4,3-d]pyrimidine FC1=CN=CC2=C1N=C(N=C2OCC(F)(F)F)OCC21CCCN1C\C(\C2)=C/F